BrC1=C(C=2C=3C=CC=C4C=CC=C(C5=CC=CC(=C1)C52)C43)Br di-bromo-perylene